COC=1C=C(C=C(C1)OC)C=1C(N(C2=CC(=NC=C2C1)NC1=C(C=CC=C1C)C(C(=O)N)=C)CCCN1CCCCC1)=O 2-((3-(3,5-dimethoxyphenyl)-2-oxo-1-(3-(piperidine-1-yl)propyl)-1,2-dihydro-1,6-naphthyridin-7-yl)amino-3-methylphenyl)acrylamide